tert-butyl 4-((5-fluoro-4-methoxypyridin-3-yl)amino)piperidine-1-carboxylate FC=1C(=C(C=NC1)NC1CCN(CC1)C(=O)OC(C)(C)C)OC